2-((1R,3R,5S)-3-((5-cyclopropyl-3-(2,6-dichlorophenyl)isoxazol-4-yl)methoxy)-8-azabicyclo[3.2.1]oct-8-yl)-6,7-dihydrobenzofuro[7,6-d]thiazole-5-carboxylic acid methyl ester COC(=O)C1=CC2=C(N=C(S2)N2[C@H]3CC(C[C@@H]2CC3)OCC=3C(=NOC3C3CC3)C3=C(C=CC=C3Cl)Cl)C3=C1CCO3